C(#N)C1=CC(=C(OCC2=C(C=CC(=N2)[C@H]2C[C@H](N(C2)CC2=NC3=C(N2C[C@H]2OCC2)C=C(C=C3)C(=O)O)CF)F)C=C1)F 2-{[(2S,4S)-4-{6-[(4-cyano-2-fluorophenoxy)methyl]-5-fluoropyridin-2-yl}-2-(fluoromethyl)pyrrolidin-1-yl]methyl}-1-{[(2S)-oxetan-2-yl]methyl}-1H-1,3-benzodiazole-6-carboxylic acid